CC=1NC2=CC=CC=C2C1C=O 2-METHYLINDOLE-3-CARBOXALDEHYDE